4-((5-aminopentyl)amino)-2-(2,6-dioxopiperidin-3-yl)isoindoline-1,3-dione NCCCCCNC1=C2C(N(C(C2=CC=C1)=O)C1C(NC(CC1)=O)=O)=O